O=C([C@H](C[C@H]1C(NCC1)=O)NC(=O)[C@H]1N(CC2(CC2)C1)C(C(CC(C)C)(C)C)=O)COC(F)(F)F (S)-N-((S)-3-oxo-1-((S)-2-oxopyrrolidin-3-yl)-4-(trifluoromethoxy)butan-2-yl)-5-(2,2,4-trimethylpentanoyl)-5-azaspiro[2.4]heptane-6-carboxamide